1-(2-((5-Bromo-2-((2-methoxy-5-methyl-4-(4-(4-methylpiperazin-1-yl)piperidin-1-yl)Phenyl)amino)pyrimidin-4-yl)amino)-4-fluorophenyl)ethan-1-ol BrC=1C(=NC(=NC1)NC1=C(C=C(C(=C1)C)N1CCC(CC1)N1CCN(CC1)C)OC)NC1=C(C=CC(=C1)F)C(C)O